C1(CC1)C1=NOC(=N1)C=O (3-cyclopropyl-1,2,4-oxadiazol-5-yl)methanone